N1(C=CC2=CC=CC=C12)C(=O)C=1C=C(C=CC1)N1C2(OC3=C(C(NC1=O)C2)C=CC=C3OCC3=CC=CC=C3)C 3-(3-(1H-Indol-1-carbonyl)phenyl)-10-(benzyloxy)-2-methyl-5,6-dihydro-2H-2,6-methanobenzo[g][1,3,5]oxadiazocin-4(3H)-on